CN1S(C2=C(OCC1)C=CC(=C2)C2=NC=CN=C2SC2=CC=C(C=C2)C(F)(F)F)(=O)=O 2-Methyl-8-(3-((4-(trifluoromethyl)phenyl)thio)pyrazin-2-yl)-3,4-dihydro-2H-benzo[b][1,4,5]oxathiazepine 1,1-dioxide